BrC1=NN(C=C1)CC(C)(O)C 1-(3-bromopyrazol-1-yl)-2-methyl-propan-2-ol